3-((2-((3,5-di-tert-butyl-4-hydroxyphenyl)thio)propan-2-yl)thio)propanoic acid C(C)(C)(C)C=1C=C(C=C(C1O)C(C)(C)C)SC(C)(C)SCCC(=O)O